3,5-difluoro-4-methylpyridine-2-carbaldehyde FC=1C(=NC=C(C1C)F)C=O